5-oxo-3-phenylpyrrolidine-3-carboxylic acid O=C1CC(CN1)(C(=O)O)C1=CC=CC=C1